ClC=1C=CC=2N(C3=CC=C(C=C3C2C1)Cl)CC1=CC=C(CP(OC(C)(C)C)(OC(C)(C)C)=O)C=C1 Di-tert-butyl (4-((3,6-dichloro-9H-carbazole-9-yl)methyl)benzyl)phosphonate